3-(benzyl(4-(3,4-dichlorophenyl)-5-isobutylthiazol-2-yl)amino)-N-(3-(1,3-dioxoisoindolin-2-yl)propylsulfonyl)propanamide C(C1=CC=CC=C1)N(CCC(=O)NS(=O)(=O)CCCN1C(C2=CC=CC=C2C1=O)=O)C=1SC(=C(N1)C1=CC(=C(C=C1)Cl)Cl)CC(C)C